OCC=1OC=CC1C(=O)O 2-(HYDROXYMETHYL)FURAN-3-CARBOXYLIC ACID